tert-butyl 2-((2-bromo-6-chloropyridin-4-yl)(hydroxy)methyl)-5-(((tert-butyldiphenylsilyl)oxy)methyl)pyrrolidine-1-carboxylate BrC1=NC(=CC(=C1)C(C1N(C(CC1)CO[Si](C1=CC=CC=C1)(C1=CC=CC=C1)C(C)(C)C)C(=O)OC(C)(C)C)O)Cl